N(C1=CC=CC=C1)C1=NC(=NC(=N1)N1CCOCC1)NC=1C=C(C(=CC1)C=CC=1C(=CC(=CC1)NC1=NC(=NC(=N1)NC1=CC=CC=C1)N1CCOCC1)S(=O)(=O)[O-])S(=O)(=O)[O-].[Na+].[Na+].Br[Si](C1=CC=CC=C1)(C1=CC=CC=C1)C1=CC=CC=C1 bromotriphenyl-silane disodium 4,4'-bis{[4-anilino-6-morpholino-s-triazin-2-yl]-amino}-2,2'-stilbenedisulfonate